(S*)-N-(2-Bromo-3-fluoropyridin-4-yl)-8,11,11-trifluoro-8-(hydroxymethyl)-3,4,8,9,10,11-hexahydro-1H-pyrido[4',3':3,4]pyrazolo[1,5-a]azepine-2(7H)-carboxamide BrC1=NC=CC(=C1F)NC(=O)N1CC=2C(=NN3C2C(CC[C@](C3)(CO)F)(F)F)CC1 |o1:21|